1-(2,6-dichlorophenyl)-4-((4-(piperidin-4-yloxy)phenyl)amino)-1H-pyrazole-3-carboxamide ClC1=C(C(=CC=C1)Cl)N1N=C(C(=C1)NC1=CC=C(C=C1)OC1CCNCC1)C(=O)N